OC1=C2CC=CCC2=CC2=CC=CC=C12 10-hydroxy-1,4-dihydroanthracene